C(C)(=O)N1CCC(CC1)NC=1SC2=C(N1)C=CC=C2C=2C=C(C=CC2)C2=CC=C(O2)P(O)(O)=O [5-[3-[2-[(1-acetyl-4-piperidyl)amino]-1,3-benzothiazol-7-yl]phenyl]-2-furyl]phosphonic acid